N-[9-[(2R,5R)-5-[[bis(4-methoxyphenyl)-phenyl-methoxy]methyl]-4-[2-cyanoethoxy-(diisopropylamino)phosphanyl]oxy-3-methoxy-tetrahydrofuran-2-yl]purin-6-yl]-N-isopropyl-benzamide COC1=CC=C(C=C1)C(OC[C@@H]1C(C([C@@H](O1)N1C2=NC=NC(=C2N=C1)N(C(C1=CC=CC=C1)=O)C(C)C)OC)OP(N(C(C)C)C(C)C)OCCC#N)(C1=CC=CC=C1)C1=CC=C(C=C1)OC